ethyl 6-methyl-7-oxo-1H-pyrrolo[2,3-c]pyridine-2-carboxylate CN1C(C2=C(C=C1)C=C(N2)C(=O)OCC)=O